C(CCCCCCCCCCCCCCCCCCC)OC(CCCCCCCCCCCCCCCCCCC)=O Eicosanoic acid eicosanyl ester